2-benzyl-N-(9-oxo-2-(trifluoromethyl)-9H-indeno[2,1-d]pyrimidin-7-yl)acrylamide C(C1=CC=CC=C1)C(C(=O)NC1=CC=2C(C=3N=C(N=CC3C2C=C1)C(F)(F)F)=O)=C